C(#N)C=1C(=C(C=NC1N1CCC(CC1)NC)C1=CC(=C(OCCCCCCC(=O)NO)C=C1)O)C1=CC(=C(C=C1)C#N)F 7-(4-(5-cyano-4-(4-cyano-3-fluorophenyl)-6-(4-(methylamino)piperidin-1-yl)pyridin-3-yl)-2-hydroxyphenoxy)-N-hydroxyheptanamide